hexyl-decyl alcohol myristoyl-methylaminopropionate C(CCCCCCCCCCCCC)(=O)C(C(=O)OC(CCCCCCCCC)CCCCCC)(C)NC